2-[4-(1-methyl-1H-pyrazol-5-yl)piperidin-1-yl]-6-azaspiro[3.4]octane-6-carboxylic acid ethyl ester C(C)OC(=O)N1CC2(CC(C2)N2CCC(CC2)C2=CC=NN2C)CC1